C(CCCCCCCCCCCC)S n-tridecanthiol